C1(=CC=CC=C1)C1=NN(C(=NN1)C1=CC=CC=C1)C(=O)OC(C)C1=CC2=C(OCO2)C=C1[N+](=O)[O-] 1-(6-nitrobenzo[d][1,3]dioxol-5-yl)ethyl 3,6-diphenyl-1,2,4,5-tetrazine-1(4H)-carboxylate